N1CCC(CC1)C1=CC=C(C=C1)C1C(NC(CC1)=O)=O 3-[4-(4-piperidyl)phenyl]piperidine-2,6-dione